NC1=NC=CC=C1C1=NC=2C(=NC(=CC2)N2N=C(C=C2)N2CCC2)N1C=1C=C2CC[C@@H](C2=CC1)NC(C1=CC(=C(C=C1)OCC1=CC=CC=C1)C1OCCO1)=O (S)-N-(5-(2-(2-aminopyridin-3-yl)-5-(3-(azetidin-1-yl)-1H-pyrazol-1-yl)-3H-imidazo[4,5-b]pyridin-3-yl)-2,3-dihydro-1H-inden-1-yl)-4-(benzyloxy)-3-(1,3-dioxolan-2-yl)benzamide